tert-Butyl 4-[(4-(methylsulfonyl)phenyl)(phenyl)methyl]piperidine-1-carboxylate CS(=O)(=O)C1=CC=C(C=C1)C(C1CCN(CC1)C(=O)OC(C)(C)C)C1=CC=CC=C1